N'-(cyclopropylformyl)-4,6-dimethoxypyrimidine C1(CC1)C(=O)N1CN=C(C=C1OC)OC